N-((1R)-2-((3,5-difluoro-4-(trimethylsilyl)phenyl)amino)-1-(4-methoxyphenyl)-2-oxoethyl)-3-hydroxy-N-methyl-1,2-oxazole-5-carboxamide FC=1C=C(C=C(C1[Si](C)(C)C)F)NC([C@@H](C1=CC=C(C=C1)OC)N(C(=O)C1=CC(=NO1)O)C)=O